CC12CCC(CC2O1)C(=C)C.[N].[Ge].[Si] silicon germanium nitrogen 1-methyl-4-(prop-1-en-2-yl)-7-oxabicyclo[4.1.0]heptane